COC1=C(C=CC=C1)CCNC(=O)[C@@H]1CN(CC[C@H]1NC(=O)C1=NOC(=C1)C1=C(C=C(C=C1)F)F)C1CCCCC1 |o1:13,18| (3R*,4R*)-1-Cyclohexyl-4-{[5-(2,4-difluoro-phenyl)-isoxazole-3-carbonyl]-amino}-piperidine-3-carboxylic acid [2-(2-methoxy-phenyl)-ethyl]-amide